2-[chloro(difluoro)methyl]-5-(5-fluoropyrimidin-2-yl)oxy-quinazoline ClC(C1=NC2=CC=CC(=C2C=N1)OC1=NC=C(C=N1)F)(F)F